trans-4-hydroxycyclohexane ethyl-formate C(C)OC=O.OC1CCCCC1